C(CCC)OC(C1CCN(CC1)C1=CC=C(C=C1)C1CNCCO1)OCCCC 2-{4-[4-(Dibutoxymethyl)piperidin-1-yl]phenyl}morpholine